C(CC)S(=O)(=O)O.NC1=NC(=CC=C1)N 2,6-diaminopyridine propanesulfonate